Pyrrolidonesulfonate N1(C(CCC1)=O)S(=O)(=O)[O-]